3-chloro-N-(2-chloropyrimidin-4-yl)-1H-indol-5-amine ClC1=CNC2=CC=C(C=C12)NC1=NC(=NC=C1)Cl